4-(4-chloro-6-cyanopyrimidin-2-yl)piperazine-1-carboxylic acid tert-butyl ester C(C)(C)(C)OC(=O)N1CCN(CC1)C1=NC(=CC(=N1)Cl)C#N